ClC1=CC(=NC(=N1)OC[C@H]1N(CC(C1)(F)F)C)N1C[C@@](CCC1)(O)C (3R)-1-(6-Chloro-2-{[(2S)-4,4-difluoro-1-methylpyrrolidin-2-yl]methoxy}pyrimidin-4-yl)-3-methylpiperidin-3-ol